C(C)(C)(C)OC(=O)N1CCC(CC1)C(=O)N1CC2(C1)CCC2 4-(2-azaspiro[3.3]heptane-2-Carbonyl)piperidine-1-carboxylic acid tert-butyl ester